1-methylbenzoic acid CC1(C(=O)O)CC=CC=C1